C(#N)C1=C(C=CC=C1)C=1N(C(=C(N1)C)C(=O)O)O 2-(2-cyanophenyl)-1-hydroxy-4-methyl-1H-imidazole-5-carboxylic acid